N-(3,4-dichlorophenyl)-2-methyl-3-oxo-3,5,6,7,8,9-hexahydro-2H-6,9-epiminocyclohepta[c]pyridine-10-carboxamide ClC=1C=C(C=CC1Cl)NC(=O)N1C2CC=3C(=CN(C(C3)=O)C)C1CC2